C(C)(C)(C)OC(=O)N1CCC2(CC(C2)O)CC1 7-tert-butoxycarbonyl-7-azaspiro[3.5]-2-nonanol